20-ethylene carbonate C1(OCCO1)=O